2-(2-chloro-6-methylamino-purin-9-yl)(2R,3R,4S)-tetrahydrothiophene-3,4-diol ClC1=NC(=C2N=CN(C2=N1)[C@@H]1SC[C@H]([C@H]1O)O)NC